N[C@](CNC1=NC(=C2C(=N1)N(N=C2)C)NC=2C=NC(=CC2)C(F)(F)F)(C)C2=CC=CC=C2 |o1:1| rel-N6-[(2R)-2-amino-2-phenyl-propyl]-1-methyl-N4-[6-(trifluoromethyl)-3-pyridyl]pyrazolo[3,4-d]pyrimidine-4,6-diamine